ethyl isobutyrate C(C(C)C)(=O)OCC